4-(4-carbomethoxyphenyl)-5-methyl-4-phenyl-3-trifluoromethylindolopyranone C(=O)(OC)C1=CC=C(C=C1)C1(C(C(OC2=C1N(C=1C=CC=CC12)C)=O)C(F)(F)F)C1=CC=CC=C1